3-(cyclopropylmethoxy)-5-(4,4,5,5-tetramethyl-1,3,2-dioxaborolan-2-yl)pyridine C1(CC1)COC=1C=NC=C(C1)B1OC(C(O1)(C)C)(C)C